C(C(=C)C)(=O)OCC(OC(NCC(CC(CCNC(OC(COC(C=C)=O)C)=O)C)(C)C)=O)C 2,7,7,9,15-pentamethyl-4,13,18-trioxo-3,14,17-trioxa-5,12-diazaeicosa-19-enyl methacrylate